tert.butyl-ethylether C(C)(C)(C)OCC